tert-butyl 6-[(1S)-1-[4-methyl-5-(trifluoromethyl)-2-pyridyl]ethyl]-2-azaspiro[3.3]heptane-2-carboxylate CC1=CC(=NC=C1C(F)(F)F)[C@@H](C)C1CC2(CN(C2)C(=O)OC(C)(C)C)C1